C(C)OC(C(C(NC1=CC=C2C=NN(C2=C1)C=1C=C(C=CC1)C)=O)NC(=O)OC(C)(C)C)=O.BrC1=CC(=C(C=C1OC)CCNCC(=O)N1CCCCC1)OC 2-{[2-(4-bromo-2,5-dimethoxyphenyl)ethyl]amino}-1-(piperidin-1-yl)ethanone ethyl-2-((tert-butoxycarbonyl)amino)-3-oxo-3-((1-(m-tolyl)-1H-indazol-6-yl)amino)propanoate